OC1=CC(=CC=C1C=1NC=CN1)O 6-hydroxy-4-hydroxy-phenylimidazole